N-(2-methoxy-4-(1-phenylcyclopentane-1-carboxamido)phenyl)-4-fluorobenzamide COC1=C(C=CC(=C1)NC(=O)C1(CCCC1)C1=CC=CC=C1)NC(C1=CC=C(C=C1)F)=O